ClC=1C=C(OC2CC3C(CN(C3)C(=O)N3N=C(C=C3)C(=O)O)C2)C=C(C1)F 1-(trans-5-(3-chloro-5-fluorophenoxy)octahydro-cyclopenta[c]pyrrole-2-carbonyl)-1H-pyrazole-3-carboxylic acid